[NH4+].P(=O)(O[C@H]1CN(CC1)C(CCC1=CC(=CC=C1)OCCCCCCCCCCC)=O)(O)O (3R)-1-{3-[3-(Undecyloxy)phenyl]propanoyl}pyrrolidin-3-yl dihydrogen phosphate ammonium salt